C1(CC1)N1C(=O)N(C=2N=C(NC2C1=O)C=1C=NC(=CC1)NCC1=CC=C(C=C1)CNC(C1=CN=C(C=C1)F)=O)CCC Cyclopropyl-3-propyl-8-[6-((4-((6-fluoronicotinamido)methyl)benzyl)amino)pyridin-3-yl]xanthine